C1(CC1)C=1C=CC=2N(C1)C(=CN2)C2=CC=CC(=N2)N[C@H]2CNC[C@@H]2F 6-(6-cyclopropylimidazo[1,2-a]pyridin-3-yl)-N-((3S,4S)-4-fluoropyrrolidin-3-yl)pyridin-2-amine